FC1=CC(=C(C=C1)C1CC(C(O1)=O)=C)C=1C=NNC1 5-(4-fluoro-2-(1H-pyrazol-4-yl)phenyl)-3-methylenedihydrofuran-2(3H)-one